methyl (S)-2-(3-(2-(2-methylazetidin-1-yl)-6,7-dihydro-5H-cyclopenta[d]pyrimidin-4-yl)phenyl)acetate C[C@@H]1N(CC1)C=1N=C(C2=C(N1)CCC2)C=2C=C(C=CC2)CC(=O)OC